2-[(6-methylpyridin-2-yl)carbamoyl]-5-(trifluoromethyl)benzoic acid CC1=CC=CC(=N1)NC(=O)C1=C(C(=O)O)C=C(C=C1)C(F)(F)F